C1(=C(C=CC=C1)NC1=CC=C(C=C1)C1=CC=CC=C1)C1=CC=CC=C1 biphenyl-2-yl-biphenyl-4-ylamine